6-Bromo-2-{4-[4-(3-methoxypropyl)piperazin-1-yl]phenyl}-N-(1-methylpiperidin-4-yl)-3H-imidazo[4,5-b]pyridin-7-amine BrC=1C(=C2C(=NC1)NC(=N2)C2=CC=C(C=C2)N2CCN(CC2)CCCOC)NC2CCN(CC2)C